Cl.C(C)C=1NC2=C(N1)C=CC=C2 2-ethylbenzimidazole hydrochloride